N-(6-(5,6-Dihydroimidazo[1,2-a]pyrazin-7(8H)-yl)-2,2-dimethyl-2,3-dihydrobenzo-furan-5-yl)pyrazolo[1,5-a]pyrimidine-3-carboxamide N=1C=CN2C1CN(CC2)C2=CC1=C(CC(O1)(C)C)C=C2NC(=O)C=2C=NN1C2N=CC=C1